COS(=O)(=O)[O-].OCC[NH2+]C hydroxyethylmethylammonium methylsulfate